[Br-].C(C)N1C(N(C=C1)C)C 1-ethyl-2,3-dimethylimidazole bromide salt